lithium perchlorate hydroxide [OH-].Cl(=O)(=O)(=O)O.[Li+]